1-[(3,5-difluoro-2-pyridyl)methyl]-4-[3-fluoro-5-isobutyl-2-(2H-tetrazol-5-yl)phenyl]piperazine FC=1C(=NC=C(C1)F)CN1CCN(CC1)C1=C(C(=CC(=C1)CC(C)C)F)C=1N=NNN1